N-(2-chlorophenyl)-5-oxo-4,5-dihydro-[1,2,3]triazolo[1,5-a]pyrimidine-3-carboxamide ClC1=C(C=CC=C1)NC(=O)C=1N=NN2C1NC(C=C2)=O